Triisopropyl((6-(methoxymethoxy)-8-(4,4,5,5-tetramethyl-1,3,2-dioxaborolan-2-yl)naphthalen-1-yl)ethynyl)silane C(C)(C)[Si](C#CC1=CC=CC2=CC(=CC(=C12)B1OC(C(O1)(C)C)(C)C)OCOC)(C(C)C)C(C)C